C(COCC(=O)N)(=S)O THIODIGLYCOLAMIC ACID